butyl (R)-3-(hydrazinecarbonyl)piperidine-1-carboxylate N(N)C(=O)[C@H]1CN(CCC1)C(=O)OCCCC